3-tert-butoxy-N,N-dimethyl-propionamide C(C)(C)(C)OCCC(=O)N(C)C